8-fluoro-2-phenyl-1,2,3,4-tetrahydroquinoline FC=1C=CC=C2CCC(NC12)C1=CC=CC=C1